1-(dimethylaminoethyl) methacrylate C(C(=C)C)(=O)OCCN(C)C